3,4-dibromo-1-tert-butylpyrrole BrC1=CN(C=C1Br)C(C)(C)C